ClC1=CC2=C(S1)C1(CC(N(C(C1)C)C(C(F)(F)F)=O)C1CC1)OCC2 1-[(2S,6S)-2-chloro-2'-cyclopropyl-6'-methyl-spiro[4,5-dihydrothieno[2,3-c]pyran-7,4'-piperidine]-1'-yl]-2,2,2-trifluoro-ethanone